C(C(C)C)C1=CC=C(C=C1)C(C(=O)O)C 2-(p-isobutylphenyl)-propionic acid